6-chloro-2-(2-fluorophenoxy)pyridine-3-carboxylic acid ClC1=CC=C(C(=N1)OC1=C(C=CC=C1)F)C(=O)O